ClC=1C=C2C(N3C(=NC2=CC1Cl)[C@H]1CCCN([C@@H]1CC3)CC(=O)N(C)C)=O |r| (±)-2-((4aR,13bS)-10,11-dichloro-8-oxo-2,3,5,6,8,13b-hexahydro-1H-[1,6]naphthyridino[5,6-b]quinazolin-4(4aH)-yl)-N,N-dimethylacetamide